C1(CC1)C=1C(=CC(N2C(CSC12)C(=O)O)=O)CC1=CC(=CC=C1)C(F)(F)F 7-cyclopropyl-4-oxo-6-{[m-(trifluoromethyl)phenyl]methyl}-1-thia-3a-aza-3-indanecarboxylic acid